O=C1N(C(C2=CC=CC=C12)=O)C1=NN(C=C1C=1C2=C(N=CN1)N(C=C2)COCC[Si](C)(C)C)C2(CN(C2)S(=O)(=O)C(C)C)CC#N 2-{3-[3-(1,3-dioxoisoindolin-2-yl)-4-(7-{[2-(trimethylsilyl)ethoxy]methyl}-7H-pyrrolo[2,3-d]pyrimidin-4-yl)-1H-pyrazol-1-yl]-1-(isopropylsulfonyl)azetidin-3-yl}acetonitrile